N-isobutylbenzene-1,3-diamine C(C(C)C)NC1=CC(=CC=C1)N